O1CCOC12C[C@@H](NCC2)COC=2C=C(C(C(=O)OC)=CC2Br)C(=O)OC dimethyl (R)-4-((1,4-dioxa-8-azaspiro[4.5]decan-7-yl)methoxy)-5-bromophthalate